C1(=CC=CC=C1)OC(=O)N1CC2=CC(=C(C=C2CC1)C=1N(C(=C(C1)C(N(C)CCCC)=O)C)C)C(=O)N1CC2=CC=CC=C2C[C@H]1C 6-{4-[butyl-(methyl)carbamoyl]-1,5-dimethyl-1H-pyrrol-2-yl}-7-{[(3R)-3-methyl-3,4-dihydroisoquinolin-2(1H)-yl]carbonyl}-3,4-dihydroisoquinolin-2(1H)-carboxylic acid phenyl ester